N1(C=NC=C1)C1=CC=C(C=C1)C1=NC2=C(N1C)C=C(C=C2)C2=CC=C(CN1CCC(CC1)N(C)C)C=C2 1-(4-(2-(4-(1H-imidazol-1-yl)phenyl)-1-methyl-1H-benzo[d]imidazol-6-yl)benzyl)-N,N-dimethylpiperidin-4-amine